Dinitrobiuret C(=O)(N)NC(=O)N([N+](=O)[O-])[N+](=O)[O-]